6-(6-Amino-5-methylpyridin-2-yl)-7-fluoro-4-isopropyl-2-(o-tolyl)isoquinolin-1(2H)-one NC1=C(C=CC(=N1)C=1C=C2C(=CN(C(C2=CC1F)=O)C1=C(C=CC=C1)C)C(C)C)C